1-(1-(4-nitrophenyl)ethyl)-1H-pyrazole-4-carboxamide [N+](=O)([O-])C1=CC=C(C=C1)C(C)N1N=CC(=C1)C(=O)N